C(C)(C)(C)OC(=O)NCC1=CC=C(C(=O)N=[N+]=[N-])C=C1 4-[(tert-butoxycarbonylamino)methyl]benzoyl azide